5-fluoro-2-(1-hydroxyethyl)phenol FC=1C=CC(=C(C1)O)C(C)O